tert-butyl(6,6-difluorospiro[3.3]heptan-2-yl)(2-hydroxyethyl)carbamate C(C)(C)(C)OC(N(CCO)C1CC2(C1)CC(C2)(F)F)=O